sodium persulfate t-butyl-peroxypivalate C(C)(C)(C)CC(C(=O)O[O-])(C)C.S(=O)(=O)(O)OOS(=O)(=O)O.[Na+]